FC=1C=C(C=CC1)C1=CC=2C(=C(N=NC2OC2CNCCC2)C(=O)N)S1 2-(3-fluorophenyl)-4-(3-piperidinyloxy)-thieno[2,3-d]pyridazine-7-carboxylic acid amide